diacetyl-6-tert-butyldiphenylsilyl-glucose C(C)(=O)[C@@](C(=O)C(C)=O)(O)[C@@H](O)[C@H](O)[C@H](O)C(O)[Si](C1=CC=CC=C1)(C1=CC=CC=C1)C(C)(C)C